(Z)-3-fluoro-4-(p-toluenesulfonyl)but-2-en-1-amine hydrochloride Cl.F\C(=C/CN)\CS(=O)(=O)C1=CC=C(C)C=C1